C[C@@H]1COCCN1C1=CC(=NC(=N1)C1=C2C(=NC=C1)NC=C2)N (R)-6-(3-methylmorpholino)-2-(1H-pyrrolo[2,3-b]pyridin-4-yl)pyrimidin-4-amine